tert-Butyl N-[4-carbamoyl-2-isopropyl-5-[6-[1-methyl-2-oxo-2-[[5-(2,2,2-trifluoro-1,1-dimethyl-ethyl)isoxazol-3-yl]amino]ethyl]-3-pyridyl]pyrazol-3-yl]carbamate C(N)(=O)C1=C(N(N=C1C=1C=NC(=CC1)C(C(NC1=NOC(=C1)C(C(F)(F)F)(C)C)=O)C)C(C)C)NC(OC(C)(C)C)=O